BrC=1C=C(C(=NC1)OCC1=NC=C(C=C1)OC)OC 5-bromo-3-methoxy-2-((5-methoxypyridin-2-yl)methoxy)pyridine